2,2,2-trifluoro-N-(1-(5-(5-methyl-4-(2-oxo-2,3-dihydrobenzoxazol-5-ylamino)pyrimidin-2-ylamino)pyridin-2-yl)pyrrolidin-3-yl)acetamide FC(C(=O)NC1CN(CC1)C1=NC=C(C=C1)NC1=NC=C(C(=N1)NC=1C=CC2=C(NC(O2)=O)C1)C)(F)F